The molecule is an iminium betaine that is L-alanine in which the amino group is replaced by a 5-hydroxy-2-(hydroxymethyl)pyridinium-1-yl moiety. It has a role as a flavouring agent. It derives from a L-alanine. C[C@@H](C(=O)[O-])[N+]1=C(C=CC(=C1)O)CO